anilineglycidyl ether tert-butyl-(1S,3aR,7aS)-1-[[(1S)-2-methoxy-2-oxo-1-[[(3S)-2-oxo-3-piperidyl]methyl]ethyl]carbamoyl]-1,3,3a,4,5,6,7,7a-octahydroisoindole-2-carboxylate C(C)(C)(C)OC(=O)N1[C@@H]([C@H]2CCCC[C@H]2C1)C(N[C@H](C(=O)OC)C[C@H]1C(NCCC1)=O)=O.N(C1=CC=CC=C1)C1C(COCC2C(O2)NC2=CC=CC=C2)O1